OC1=NC=2CCCCC2C=C1C(=O)OC methyl 2-hydroxy-5,6,7,8-tetrahydroquinoline-3-carboxylate